NC1CCC2CN(CC21)C(=O)C2=CC(=C(C=C2)CNC2=C1C(=NC=C2)SC=C1)C(F)(F)F (4-Aminohexahydrocyclopenta[c]pyrrol-2(1H)-yl)(4-((thieno[2,3-b]pyridin-4-ylamino)methyl)-3-(trifluoromethyl)phenyl)methanone